N-(2-pyridylmethyl)-N'-(2-quinolinylmethyl)-N'-(5,6,7,8-tetrahydro-8-quinolinyl)-1,4-xylylenediamine N1=C(C=CC=C1)CNCC1=CC=C(C=C1)CN(C1CCCC=2C=CC=NC12)CC1=NC2=CC=CC=C2C=C1